BrC(C(=O)NC1=NC=C(N=C1)OC1=CC=C(C=C1)F)C 2-bromo-N-[5-(4-fluorophenoxy)pyrazin-2-yl]propanamide